[(3-chloro-2-methylphenyl)amino]-2-[3-(2-cyclopropylethynyl)pyridin-4-yl]-1H,5H,6H,7H-pyrrolo[3,2-c]pyridin-4-one ClC=1C(=C(C=CC1)NN1C(=CC=2C(NCCC21)=O)C2=C(C=NC=C2)C#CC2CC2)C